2-([1-[(2-Chlorophenyl)methyl]-5-[3-(2-methylpropanamido)phenyl]-1H-pyrazol-3-yl]methoxy)-2-methylpropanoic acid ClC1=C(C=CC=C1)CN1N=C(C=C1C1=CC(=CC=C1)NC(C(C)C)=O)COC(C(=O)O)(C)C